NC1=NC=CC2=CC=C(C=C12)C1=CC=C2C(CC(C2=C1)OC1=C(C=CC=C1)CC(=O)O)N1CCN(CC1)C(C)C 2-(2-((6-(1-aminoisoquinolin-7-yl)-3-(4-isopropylpiperazin-1-yl)-2,3-dihydro-1H-inden-1-yl)oxy)phenyl)acetic acid